(2R,3R)-3,5,7-trihydroxy-2-(4-hydroxy-3-methoxyphenyl)-2,3-dihydrochromen-4-one O[C@@H]1[C@H](OC2=CC(=CC(=C2C1=O)O)O)C1=CC(=C(C=C1)O)OC